(3S)-4-amino-N-cyclopropyl-3-methyl-N-((5-(trifluoromethyl)-2-pyridinyl)methyl)-1,3-dihydrofuro[3,4-c][1,7]naphthyridine-8-carboxamide NC1=NC=2C=NC(=CC2C2=C1[C@@H](OC2)C)C(=O)N(CC2=NC=C(C=C2)C(F)(F)F)C2CC2